NCC=1C=C(C(=O)N([C@@H](C)C(=O)N([C@@H](CC2=CC=CC=C2)C(=O)N[C@@H](CCCCN)C(=O)N)C)C2=CC3=CC=CC=C3C=C2)C=CC1 3-(aminomethyl)benzoyl-2-naphthylalanyl-N-methylphenylalanyl-lysinamide